ClC1=C(C=CC=C1)C=1N(C2=NC(=NC(=C2N1)N1CCC(CC1)(C(=O)N)C)N(CCO)CC)C1=CC=C(C=C1)Cl 1-[8-(2-chlorophenyl)-9-(4-chlorophenyl)-2-[ethyl(2-hydroxyethyl)amino]purin-6-yl]-4-methyl-piperidine-4-carboxamide